4-fluoro-N-{[3-fluoro-4-(1-methylcyclopropyl)phenyl](2-methoxypyridin-3-yl)methyl}-1-[2-(1H-1,2,3-triazol-5-yl)acetyl]pyrrolidine-2-carboxamide FC1CC(N(C1)C(CC1=CN=NN1)=O)C(=O)NC(C=1C(=NC=CC1)OC)C1=CC(=C(C=C1)C1(CC1)C)F